heptadecan-9-yl 9-bromononanoate BrCCCCCCCCC(=O)OC(CCCCCCCC)CCCCCCCC